C(C)(C)SC1=CC=C(C=C1)B(O)O 4-(isopropylthio)phenylboronic acid